COS(=O)(=O)[O-].OCC[N+](CC(COCCCCCCCCCCCC)O)(CCO)C N,N-bis(2-hydroxyethyl)-N-(3'-dodecyloxy-2'-hydroxypropyl)methyl-ammonium methyl-sulfate